C(C)(=O)[O-].C(C)(=O)[O-].[Mn+2] manganese(II) diacetate